(E)-N'-(1-(pyridin-2-yl)propylidene)azetidine-1-carbothiohydrazide N1=C(C=CC=C1)\C(\CC)=N\NC(=S)N1CCC1